C(C)OC(=O)C=1C=NN(C1CCl)C1=C(C=CC=C1)F 1-(2-fluoro-phenyl)-5-chloromethyl-1H-4-pyrazolecarboxylic acid ethyl ester